C(C)C=1C(=CC=C2C=C(C=C(C12)C1=C(C=2N=C(N=C(C2C=N1)N1CC2(CC(C2)(O)C)CCC1)OCC12CCCN2CCC1)F)O)F 6-(7-(8-ethyl-7-fluoro-3-hydroxynaphthalen-1-yl)-8-fluoro-2-((hexahydro-1H-pyrrolizin-7a-yl)methoxy)pyrido[4,3-d]pyrimidin-4-yl)-2-methyl-6-azaspiro[3.5]nonan-2-ol